FC(C=1C=C(CN2CC(CC2)NC(OC(C)(C)C)=O)C=CC1)(F)F tert-butyl (1-(3-(trifluoromethyl)benzyl)pyrrolidin-3-yl)carbamate